manganese (i) borate B([O-])([O-])[O-].[Mn+].[Mn+].[Mn+]